C(CCCC=C)(=O)OC(CCCC=C)=O 5-hexenoic acid anhydride